[Ni+2].[Cl-].[Cl-].C(OC)COC dimethoxyethane dichloride nickel